C(C)O/C=C/C(=O)Cl (2E)-3-ethoxyprop-2-enoyl chloride